3-xylyl-n-butadiene C=1C(C(C=CC1)(C)C=CC=C)C